N1(N=CC=C1)C=1C=C(CN2CCCCC2)C=CC1 1-(3-(1H-pyrazol-1-yl)benzyl)piperidin